1,2,4,5,7,8-hexachloroundecane ClCC(CC(C(CC(C(CCC)Cl)Cl)Cl)Cl)Cl